OCC[N+](CC#C)(CC#C)CC#C N-(2-hydroxyethyl)-N,N-di(prop-2-yn-1-yl)prop-2-yn-1-aminium